1-(2,4-difluoro-phenyl)-1H-[1,2,3]triazole-4-carboxylic acid [(3R,4R)-3-(azetidine-1-carbonyl)-1-cyclohexyl-piperidin-4-yl]-amide N1(CCC1)C(=O)[C@@H]1CN(CC[C@H]1NC(=O)C=1N=NN(C1)C1=C(C=C(C=C1)F)F)C1CCCCC1